C(C(C)C)C1=CC=C(C=N1)C1=CN=C(S1)C1=CC=C(C=O)C=C1 4-(5-(6-isobutylpyridin-3-yl)thiazol-2-yl)benzaldehyde